1,7-cyclododecadiene C1=CCCCCC=CCCCC1